3-(4-methoxybenzylamino)-1-(4-nitrophenyl)-2-propen-1-one COC1=CC=C(CNC=CC(=O)C2=CC=C(C=C2)[N+](=O)[O-])C=C1